(2S,3R,4R,5S)-N-(2-((R)-1-Amino-2-hydroxyethyl)pyridin-4-yl)-3-(3,4-difluoro-2-methoxyphenyl)-4,5-dimethyl-5-(trifluoromethyl)tetrahydrofuran-2-carboxamide N[C@@H](CO)C1=NC=CC(=C1)NC(=O)[C@H]1O[C@@]([C@@H]([C@@H]1C1=C(C(=C(C=C1)F)F)OC)C)(C(F)(F)F)C